3,4,7,8-tetrahydro-2H,6H-cyclopenta[4,5]pyrrolo[1,2-a]pyrazin-1-one C1(C=2N(CCN1)C1=C(C2)CCC1)=O